FC1(CN(CCC1=O)C)F 3,3-difluoro-1-Methylpiperidin-4-one